1-(1h-Indazol-5-Yl)-3-(2-Phenylethyl)urea N1N=CC2=CC(=CC=C12)NC(=O)NCCC1=CC=CC=C1